cis-3-nonene CC\C=C/CCCCC